[Si](C1=CC=CC=C1)(C1=CC=CC=C1)(C(C)(C)C)OC[C@@H]1CO[C@@H](CN1C(=O)OC(C)(C)C)C(NC(C)(C)C1=C(C(=C(C=C1)Cl)F)F)=O tert-butyl (2S,5S)-5-(((tert-butyldiphenylsilyl)oxy)methyl)-2-((2-(4-chloro-2,3-difluorophenyl)propan-2-yl)carbamoyl)morpholine-4-carboxylate